C(C)(C)(C)OC(=O)N1CCC(CC1)[C@@H](C(=O)OC)NC(=O)OCC1=CC=CC=C1 4-[(1S)-1-(benzyloxycarbonylamino)-2-methoxy-2-oxo-ethyl]piperidine-1-carboxylic acid tert-butyl ester